((3R,4R,5R,6R)-4,5-bis(benzyloxy)-6-((benzyloxy)methyl)tetrahydro-2H-pyran-3-yl)methylamine C(C1=CC=CC=C1)O[C@@H]1[C@@H](CO[C@@H]([C@@H]1OCC1=CC=CC=C1)COCC1=CC=CC=C1)CN